F[C@@H]1C[C@@]2(CCCN2C1)COC1=NC(=NC(=N1)N1C[C@H]2CC[C@@H](C1)N2)CCC=2C=C(C=C(C2[C@H]2[C@H](C2)C)Cl)O |&1:33,34| 3-[2-(4-{[(2R,7aS)-2-fluoro-hexahydropyrrolizin-7a-yl]methoxy}-6-[(1R,5S)-3,8-diazabicyclo[3.2.1]octan-3-yl]-1,3,5-triazin-2-yl)ethyl]-5-chloro-4-[(1RS,2SR)-2-methylcyclopropyl]phenol